C(C1=CC=CC=C1)NC=1N=CC2=C(N1)C1(C(N(C2)C=2C=C(C=CC2C)NC(CC2=CC(=CC(=C2)F)F)=O)=O)CC1 N-(3-(2'-(Benzylamino)-7'-oxo-5'H-spiro[cyclopropane-1,8'-pyrido[4,3-d]pyrimidine]-6'(7'H)-yl)-4-methylphenyl)-2-(3,5-difluorophenyl)acetamide